FC=1C=C(C=C(C1F)F)C=1N=NN(C1)[C@@H]1[C@H]([C@@H](SC=2C=NC=C(C2)Br)O[C@@H]([C@@H]1O)CO)O 5-Bromopyridin-3-yl 3-deoxy-3-[4-(3,4,5-trifluorophenyl)-1H-1,2,3-triazol-1-yl]-1-thio-α-D-galactopyranoside